C(#N)C=1C=C(C(=NC1O)C(F)F)C(=O)OCC Ethyl 5-cyano-2-(difluoromethyl)-6-hydroxy-pyridine-3-carboxylate